3-[5-[4-[[1-(4-nitrophenyl)-4-piperidyl]methyl]piperazin-1-yl]-1-oxo-isoindolin-2-yl]piperidine-2,6-dione [N+](=O)([O-])C1=CC=C(C=C1)N1CCC(CC1)CN1CCN(CC1)C=1C=C2CN(C(C2=CC1)=O)C1C(NC(CC1)=O)=O